ClCCC(=C(C1=CC=C(C=C1)O)C1=CC=C(C=C1)N1CCN(CC1)CC=1C=C2CN(C(C2=CC1)=O)C1C(NC(CC1)=O)=O)C1=CC=CC=C1 3-(5-((4-(4-(4-chloro-1-(4-hydroxyphenyl)-2-phenylbut-1-en-1-yl)phenyl)piperazin-1-yl)methyl)-1-oxoisoindolin-2-yl)piperidine-2,6-dione